3-(2-aminoethyl)-3-aminopropylmethyldimethoxysilane NCCC(CC[Si](OC)(OC)C)N